OC(CC1=C(C(=C(C=C1C(=O)N)C(=O)N)CC(CO)O)[N+](=O)[O-])CO (E)-bis(2,3-dihydroxypropyl)-5-nitroisophthalamide